N4-methyl-N4-[1-(1-methylpyrazol-3-yl)cyclopropyl]-6-(1-tetrahydropyran-2-yl-indazol-6-yl)-1,3,5-triazine-2,4-diamine CN(C1=NC(=NC(=N1)C1=CC=C2C=NN(C2=C1)C1OCCCC1)N)C1(CC1)C1=NN(C=C1)C